6-methoxy-9,9-dimethyl-9H-fluoren-3-selenol COC=1C=C2C=3C=C(C=CC3C(C2=CC1)(C)C)[SeH]